(S)-N1-methyl-4-(6-(2-methylmorpholino)-[1,2,4]triazolo[1,5-a]pyridin-2-yl)-N6-(pyridin-2-yl)-2,7-naphthyridine-1,6-diamine CNC1=NC=C(C2=CC(=NC=C12)NC1=NC=CC=C1)C1=NN2C(C=CC(=C2)N2C[C@@H](OCC2)C)=N1